CC1=NOC2=NC=NC=C21 3-Methylisoxazolo[5,4-d]pyrimidin